C(C1=CC=CC=C1)OC=1C=C2C(=CN(C2=CC1)CC)C=O 5-Benzyloxy-1-ethyl-1H-indole-3-carbaldehyde